BrC=1C=CC=2N(C1)C(=CN2)C2=NC(=NC=C2)C2(CC=C(N=C2)NC2CCOCC2)N 5-(4-(6-bromoimidazo[1,2-a]pyridin-3-yl)pyrimidin-2-yl)-N2-(tetrahydro-2H-pyran-4-yl)pyridin-2,5-diamine